ClC1=C(C(=O)NC=2OC=NN2)C=CC(=C1SC)C1CC1 2-Chloro-4-cyclopropyl-3-(methylsulfanyl)-N-(1,3,4-oxadiazol-2-yl)benzamid